7-bromo-3-butyl-8-methoxy-3-methyl-5-phenyl-2,3,4,5-tetrahydro-1,5-benzothiazepine 1,1-dioxide BrC=1C(=CC2=C(N(CC(CS2(=O)=O)(C)CCCC)C2=CC=CC=C2)C1)OC